C(N)(=O)CC[C@@H]([C@@H](C)OCC1=CC=C(C=C1)C#CCCCO)NC(OC(C)(C)C)=O tert-butyl N-[(3S,4R)-1-carbamoyl-4-[[4-(5-hydroxypent-1-yn-1-yl)phenyl]methoxy] pentan-3-yl]carbamate